N-(6-(((1S,3R)-3-((5-chloro-4-(1H-indol-3-yl)pyrimidin-2-yl)amino)cyclopentyl)amino)hexyl)-2-((2-(2,6-dioxopiperidin-3-yl)-1,3-dioxoisoindoline-4-yl)oxy)acetamide ClC=1C(=NC(=NC1)N[C@H]1C[C@H](CC1)NCCCCCCNC(COC1=C2C(N(C(C2=CC=C1)=O)C1C(NC(CC1)=O)=O)=O)=O)C1=CNC2=CC=CC=C12